(E)-(1,6-dimethyl-3-(p-tolyldiazenyl)-1H-indol-2-yl)(phenyl)methanone CN1C(=C(C2=CC=C(C=C12)C)\N=N\C1=CC=C(C=C1)C)C(=O)C1=CC=CC=C1